1,1'-methylenebis(3-methylnaphthalen-2-ol) C(C1=C(C(=CC2=CC=CC=C12)C)O)C1=C(C(=CC2=CC=CC=C12)C)O